(1-chlorodifluorovinyl)phenyltelluride ClC(=C(F)F)[Te]C1=CC=CC=C1